ClC1=CC=C(CNC(NC2=CC=C(CN3C(CN(CC3=O)C(=O)OC(C)(C)C)C)C=C2)=O)C=C1 tert-butyl 4-(4-(3-(4-chlorobenzyl) ureido)benzyl)-3-methyl-5-oxopiperazine-1-carboxylate